C(CCCCCCCCCCCCCCCCCCC)(=O)OC[C@@H](OC(CCCCCCCCCCCCCCCCCCC)=O)COP(=O)(O)OCC[N+](C)(C)C 1,2-di-eicosanoyl-sn-glycero-3-phosphorylcholine